O=C1NC(CCC1N1C(C2=CC=C(C=C2C1=O)NCCC[C@@H]1C[C@H](C1)N1N=CC(=C1)C1=NC=CC=N1)=O)=O 2-(2,6-dioxopiperidin-3-yl)-5-((3-(trans-3-(4-(pyrimidin-2-yl)-1H-pyrazol-1-yl)cyclobutyl)propyl)amino)isoindoline-1,3-dione